(3-((2-chloro-4-methylphenyl)(methyl)amino)benzyl)piperidine-1-carboxylic acid tert-butyl ester C(C)(C)(C)OC(=O)N1C(CCCC1)CC1=CC(=CC=C1)N(C)C1=C(C=C(C=C1)C)Cl